tert-butyl 7-(5,5-difluoro-2-{[4-(methanesulfonylmethyl) phenyl]amino}-5H,6H,7H,8H-pyrido[3,4-d]pyrimidin-7-yl)-8-methyl-1H,2H,3H-pyrido[2,3-b][1,4]oxazine-1-carboxylate FC1(CN(CC=2N=C(N=CC21)NC2=CC=C(C=C2)CS(=O)(=O)C)C2=C(C1=C(OCCN1C(=O)OC(C)(C)C)N=C2)C)F